2,6-bis(2,4-diethyloxyphenyl)-4-(4-bis(4-t-butylphenyl)aminophenyl)pyridine C(C)OC1=C(C=CC(=C1)OCC)C1=NC(=CC(=C1)C1=CC=C(C=C1)N(C1=CC=C(C=C1)C(C)(C)C)C1=CC=C(C=C1)C(C)(C)C)C1=C(C=C(C=C1)OCC)OCC